FC(C=1C=CC(=NC1)O[C@@H]1C[C@@H]2CN([C@H]1C2)C=O)(F)F ((1S,4R,6R)-6-((5-(trifluoromethyl)pyridin-2-yl)oxy)-2-azabicyclo[2.2.1]hept-2-yl)methanone